tert-butyl-7-(5-(5-aminopyridine-yl)pyrazolo[1,5-a]pyridin-3-yl)-2-azaspiro[3.5]nonane C(C)(C)(C)C1NCC12CCC(CC2)C=2C=NN1C2C=C(C=C1)C1=NC=C(C=C1)N